[Zn].[Be].[Ga] gallium beryllium zinc